2-Amino-7-fluoro-4-(2-fluoro-11-methyl-14-oxo-8,8a,9,10,11,12-hexahydro-7H,14H-pyrazino[1',2':5,6][1,5]diazocino[3,2,1-hi]indazol-3-yl)-benzo[b]thiophene-3-carbonitrile NC1=C(C2=C(S1)C(=CC=C2C2=C1C=NN3C1=C(C=C2F)C(N2C(CC3)CNC(C2)C)=O)F)C#N